BrC1=C(C=C2C(=NC(=NC2=C1F)Cl)Cl)Cl 7-bromo-2,4,6-trichloro-8-fluoroquinazolin